O1CCN(CC1)C1=NC=C(C2=C1CNC2)NC2=NC=C(C=C2)N2CCNCC2 4-morpholino-7-((5-(piperazin-1-yl)pyridin-2-yl)amino)-2,3-dihydro-1H-pyrrolo[3,4-c]pyridine